C1=CC(=CC=2C3=CC=CC=C3NC12)C[C@@H](C(=O)O)NC(=O)OCC1C2=CC=CC=C2C=2C=CC=CC12 (2S)-3-(9H-carbazol-3-yl)-2-({[(9H-fluoren-9-yl)methoxy]carbonyl}amino)propanoic acid